C(#N)C1=CC=C(C=C1)C1(CCN(CC1)C(=O)C=1C=CC(=C(C1)NC(=O)NC1COCCC1)C)F (5-(4-(4-cyanophenyl)-4-fluoropiperidine-1-carbonyl)-2-methylphenyl)-3-(tetrahydro-2H-pyran-3-yl)urea